3-(4-((4'-chloro-5'-oxo-5'H-spiro[cyclohexane-1,7'-indolo[1,2-a]quinazolin]-9'-yl)methyl)piperidin-1-yl)propyl methanesulfonate CS(=O)(=O)OCCCN1CCC(CC1)CC=1C=C2C3(C=4N(C=5C=CC=C(C5C(N4)=O)Cl)C2=CC1)CCCCC3